pentacosafluorooctacosane FC(C(C(C(C(C(C(C(C(C(C(C(F)(F)F)(F)F)(F)F)(F)F)(F)F)(F)F)(F)F)(F)F)(F)F)(F)F)(F)F)(CCCCCCCCCCCCCCCC)F